C1(=CC=CC=C1)C1CCC=2C1=NN(C2)C=2C=C(C=NC2)C#C (5-(6-phenyl-5,6-dihydrocyclopenta[c]pyrazol-2(4H)-yl)pyridin-3-yl)acetylene